FC(CN1N=CC=2C1=NC(=CN2)N2C[C@@H]([C@@]1(CCN(C1=O)C1=NC(=CC=C1)C(F)(F)F)CC2)C)F |r| rac-(5S,6R)-8-(1-(2,2-difluoroethyl)-1H-pyrazolo[3,4-b]pyrazin-6-yl)-6-methyl-2-(6-(trifluoromethyl)pyridin-2-yl)-2,8-diazaspiro[4.5]decan-1-one